FC(C1=NC2=CC(=CC(=C2C=C1)C1(CC1)NC(=O)C=1C=C(OC[C@H](C)N(C(OC(C)(C)C)=O)C)C=CC1C)C=1SC=CN1)F tert-Butyl (S)-(1-(3-((1-(2-(difluoromethyl)-7-(thiazol-2-yl)quinolin-5-yl)cyclopropyl)carbamoyl)-4-methylphenoxy) propan-2-yl)(methyl)carbamate